C(CC=C)C1=C2C=CN(C2=NC=N1)[C@H]1[C@H](O)[C@H](O)[C@H](O1)CO 6-(But-3-en-1-yl)-9-β-D-ribofuranosyl-7-desazapurine